2-(4-(allyloxy)styryl-4,6-dimethoxyphenyl)-1-(cyclopropylmethyl)-1H-imidazole C(C=C)OC1=CC=C(C=CC2=C(C(=CC(=C2)OC)OC)C=2N(C=CN2)CC2CC2)C=C1